tert-butyl N-[(2S)-1-hydroxy-3-[5-oxo-4-azaspiro[2.4]heptan-6-ylidene]propan-2-yl]carbamate OC[C@H](C=C1C(NC2(CC2)C1)=O)NC(OC(C)(C)C)=O